2-chloro-4-(trifluoromethyl)-1,3-thiazole-5-carboxamide ClC=1SC(=C(N1)C(F)(F)F)C(=O)N